ethyl 6-(3-fluoropropyl)-4,5,6,7-tetrahydropyrazolo[1,5-c]pyrimidine-2-carboxylate FCCCN1CN2C(CC1)=CC(=N2)C(=O)OCC